3-(5'-Fluoro-6'-methyl-6-(trifluoromethyl)-[3,4'-bipyridin]-2'-yl)-5-(5-fluoropyridin-2-yl)-1,2,4-oxadiazole FC=1C(=CC(=NC1C)C1=NOC(=N1)C1=NC=C(C=C1)F)C=1C=NC(=CC1)C(F)(F)F